ClC1=CC=C(C(=O)ON2C(CCC2=O)=O)C=C1 2,5-dioxopyrrolidin-1-yl 4-chlorobenzoate